(4-((6,7-dimethoxyquinolin-4-yl)oxy)-3-fluorophenyl)-N-(4-fluorophenyl)cyclopropane-1,1-dicarboxamide COC=1C=C2C(=CC=NC2=CC1OC)OC1=C(C=C(C=C1)C1C(C1)(C(=O)NC1=CC=C(C=C1)F)C(=O)N)F